(5-(hydroxymethyl)-4-methylpyridin-2-yl)methanone OCC=1C(=CC(=NC1)C=O)C